C(CC)B(O)O normal propyl-boronic acid